3-(5-Methyl-1-(4-(trifluoromethyl)phenyl)-1H-pyrazolo[3,4-b]pyridin-3-yl)-1,2,4-oxadiazol-5(4H)-one CC=1C=C2C(=NC1)N(N=C2C2=NOC(N2)=O)C2=CC=C(C=C2)C(F)(F)F